tert-butyl (2-chloropyrimidin-4-yl){4-[(E)-2-cyanoethenyl]-2,6-dimethylphenyl}carbamate ClC1=NC=CC(=N1)N(C(OC(C)(C)C)=O)C1=C(C=C(C=C1C)\C=C\C#N)C